N=1N=CC2=NC(C=CC21)=O pyrazolo[4,3-b]pyridine-5-one